(6-(4-((1-(tert-butoxycarbonyl)piperidin-4-yl)oxy)phenyl)-4,7-dichloro-2H-indazol-2-yl)-2-((R)-6-fluoro-6,7-dihydro-5H-pyrrolo[1,2-c]imidazol-1-yl)acetic acid C(C)(C)(C)OC(=O)N1CCC(CC1)OC1=CC=C(C=C1)C=1C=C(C2=CN(N=C2C1Cl)C(C(=O)O)C1=C2N(C=N1)C[C@@H](C2)F)Cl